2-(2-hydroxy-4-methoxyphenyl)-4(s)-methylimidazole OC1=C(C=CC(=C1)OC)C=1NC=C(N1)C